COC(C1=CN=C(C=C1NC([2H])([2H])[2H])Cl)=O 6-chloro-4-((methyl-d3)amino)nicotinic acid methyl ester